2-(3-Acrylamidophenyl)-N-(tert-butyl)-5H-pyrrolo[2,3-b]pyrazine-7-carboxamide C(C=C)(=O)NC=1C=C(C=CC1)C=1N=C2C(=NC1)NC=C2C(=O)NC(C)(C)C